benzyl 3-((5-(3-(2-methoxyphenyl)isonicotinamido)-1,3,4-thiadiazol-2-yl)oxy)pyrrolidine-1-carboxylate COC1=C(C=CC=C1)C1=C(C(=O)NC2=NN=C(S2)OC2CN(CC2)C(=O)OCC2=CC=CC=C2)C=CN=C1